ClC=1N=CC2=C(N1)N(N=N2)[C@H](C)C2=NC=C(C=C2Cl)Cl (R)-5-chloro-3-(1-(3,5-dichloropyridin-2-yl)ethyl)-3H-[1,2,3]triazolo[4,5-d]pyrimidine